4-(1-(3-(1-(2-(2,6-dioxopiperidin-3-yl)-1,3-dioxoisoindolin-5-yl)piperidin-4-yl)propanoyl)piperidin-4-yl)-N-(2-(pyrrolidin-1-ylmethyl)-1H-benzo[d]imidazol-5-yl)benzamide O=C1NC(CCC1N1C(C2=CC=C(C=C2C1=O)N1CCC(CC1)CCC(=O)N1CCC(CC1)C1=CC=C(C(=O)NC2=CC3=C(NC(=N3)CN3CCCC3)C=C2)C=C1)=O)=O